2-fluoro-3-[7-([4-[1-methyl-4-(trifluoromethyl)imidazol-2-yl]phenyl]methyl)-5H-pyrrolo[3,2-d]pyrimidin-2-yl]pyridine FC1=NC=CC=C1C=1N=CC2=C(N1)C(=CN2)CC2=CC=C(C=C2)C=2N(C=C(N2)C(F)(F)F)C